tert-butyl 2-chloro-4-[[4-[1-methyl-4-(trifluoromethyl)imidazol-2-yl]phenyl]methoxy]-6,8-dihydro-5H-pyrido[3,4-d]pyrimidine-7-carboxylate ClC=1N=C(C2=C(N1)CN(CC2)C(=O)OC(C)(C)C)OCC2=CC=C(C=C2)C=2N(C=C(N2)C(F)(F)F)C